C(C)(C)(C)[Si](C1=CC=CC=C1)(C1=CC=CC=C1)OC=1C=CC=C2C=NNC12 tert-butyl-(1H-indazol-7-yloxy)-diphenylsilane